tert-butyl 2-(3-fluoro-4-(7-((tetrahydro-2H-pyran-4-yl) carbamoyl) benzo[d]imidazo[2,1-b]thiazol-2-yl) phenyl)-4-oxopyrrolidine-1-carboxylate FC=1C=C(C=CC1C=1N=C2SC3=C(N2C1)C=CC(=C3)C(NC3CCOCC3)=O)C3N(CC(C3)=O)C(=O)OC(C)(C)C